C(C)[C@]1(NC(N(C(C1)=O)[C@@H]1[C@H](COC2=CC=C(C=C12)C(=O)N[C@H]1[C@@H](CC2=CC=CC=C12)O)COC)=N)C (3S,4R)-4-[(4R)-4-ethyl-2-imino-4-methyl-6-oxo-hexahydropyrimidin-1-yl]-N-[(1R,2R)-2-hydroxyindan-1-yl]-3-(methoxymethyl)chromane-6-carboxamide